C(C)CC(CC(=O)[O-])=O.C(C)CC(CC(=O)[O-])=O.C(C)O[Al+2] monoethoxyaluminum bis(ethylacetoacetate)